5-hydroxy-2-morpholino-1,7-naphthyridine-6-carboxamide OC1=C2C=CC(=NC2=CN=C1C(=O)N)N1CCOCC1